(S)-2-(9-(2-(4-(4-Chlorophenyl)-2,3,9-trimethyl-6H-thieno[3,2-f][1,2,4]triazolo[4,3-a][1,4]diazepin-6-yl)acetamido)nonanamido)-N-(4,5-dimethylthiazol-2-yl)benzamide ClC1=CC=C(C=C1)C1=N[C@H](C=2N(C3=C1C(=C(S3)C)C)C(=NN2)C)CC(=O)NCCCCCCCCC(=O)NC2=C(C(=O)NC=3SC(=C(N3)C)C)C=CC=C2